COC(C1=C(C=C(C(=O)OC)C(=C1)O)O)=O.NCCNCCC[Si](OCC)(OCC)OCC N-beta-aminoethyl-gamma-aminopropyl-triethoxysilane dimethyl-2,5-Dihydroxyterephthalate